ClC1=C(C(C1(F)F)(F)F)OCC(F)(F)F 1-chloro-3,3,4,4-tetrafluoro-2-(2,2,2-trifluoroethoxy)cyclobut-1-ene